4-[2-(4-chloro-3-fluorophenoxy)acetamido]-2-hydroxy-N-[(5-methylpyridin-2-yl)methyl]bicyclo[2.2.2]octane-1-carboxamide ClC1=C(C=C(OCC(=O)NC23CC(C(CC2)(CC3)C(=O)NCC3=NC=C(C=C3)C)O)C=C1)F